(2S,4S,6S)-4-(((4-bromophenyl)sulfonyl)methyl)-2-methyl-6-(1-methyl-1H-1,2,3-triazol-4-yl)piperidin-4-ol iron(II) iron(II) hydroxide [OH-].[Fe+2].[Fe+2].BrC1=CC=C(C=C1)S(=O)(=O)C[C@@]1(C[C@@H](N[C@@H](C1)C=1N=NN(C1)C)C)O.[OH-].[OH-].[OH-]